[Na+].CC(CS(=O)(=O)[O-])(C)NC(C=C)=O 2-methyl-2-[(1-oxo-2-propenyl) amino]-1-propanesulfonate sodium salt